5,6-dihydroxydihydrothymine OC1(C(NC(NC1O)=O)=O)C